5-[3-((R)-(+)-6,8-Dibromo-chroman-4-ylamino)-propylamino]-4H-thieno[3,2-b]pyridine-7-one BrC=1C=C2[C@@H](CCOC2=C(C1)Br)NCCCNC1=CC(C2=C(N1)C=CS2)=O